BrC1=NN2C(NC([C@@]23CN([C@@H](C3)C(N)=O)C(=O)OC(C)(C)C)=O)=C1 t-butyl (3R,5'S)-6-bromo-5'-carbamoyl-2-oxo-1H-spiro[pyrazolo[1,5-a]imidazole-3,3'-pyrrolidine]-1'-carboxylate